BrC1=C(C=NC=C1)C1CC1 4-bromo-3-cyclopropyl-pyridine